3-(8-((6-chloropyridin-3-yl)methyl)-2,4-dioxo-4,8-dihydropyrido[2,3-d]pyrimidin-3(2H)-yl)benzonitrile ClC1=CC=C(C=N1)CN1C=CC=C2C1=NC(N(C2=O)C=2C=C(C#N)C=CC2)=O